6-((1H-imidazol-1-yl)sulfonyl)-2-oxa-6-azaspiro[3.3]heptane N1(C=NC=C1)S(=O)(=O)N1CC2(COC2)C1